ClC=1N(C(C=C(C1C(=O)OC)\C=C/OCC)=O)C methyl (Z)-2-chloro-4-(2-ethoxyvinyl)-1-methyl-6-oxo-1,6-dihydropyridine-3-carboxylate